N-isobutyl-2-oxo-2,3-dihydrobenzo[d]oxazol C(C(C)C)N1C(OC2=C1C=CC=C2)=O